COC1=C(C(=C2C(=N1)N=CS2)OC)C2=CNC1=NC(=CC=C12)NC(=O)[C@H]1[C@@H](C1)CN(C)C (1R,2R)-N-(3-{5,7-dimethoxy-[1,3]thiazolo[4,5-b]pyridin-6-yl}-1H-pyrrolo[2,3-b]pyridin-6-yl)-2-[(dimethylamino)methyl]cyclopropane-1-carboxamide